3-(benzo[d]thiazol-5-yl)-1,5,6,7,8,9-hexahydro-2H-cyclohepta[4,5]thieno[2,3-d]pyrimidine-2,4(3H)-dione S1C=NC2=C1C=CC(=C2)N2C(NC1=C(C2=O)C2=C(S1)CCCCC2)=O